FC=1C(=NC=C(C(=O)OC)C1)N1C[C@H](CC1)OC1=CC=C(C=C1)C(F)(F)F methyl (S)-5-fluoro-6-(3-(4-(trifluoromethyl)phenoxy) pyrrolidin-1-yl)nicotinate